bromoethyl ethylene oxide BrCCC1CO1